2-(bromodifluoromethyl)-3-(3,5-difluorophenyl)-7-methyl-2,4,5,7-tetrahydro-6H-pyrazolo[3,4-c]pyridine-6-carboxylic acid tert-butyl ester C(C)(C)(C)OC(=O)N1C(C=2C(CC1)=C(N(N2)C(F)(F)Br)C2=CC(=CC(=C2)F)F)C